5-methoxy-N-(4-bromobenzyl)tryptamine (1s,2s,3R,4s)-4-{2-[2-(azetidin-1-yl)quinolin-7-yl]ethyl}-3-[(tert-butyldiphenylsilyl)oxy]-2-fluorocyclopentyl-methanesulfonate N1(CCC1)C1=NC2=CC(=CC=C2C=C1)CC[C@@H]1[C@H]([C@H]([C@H](C1)CS(=O)(=O)O)F)O[Si](C1=CC=CC=C1)(C1=CC=CC=C1)C(C)(C)C.COC1=CC=C2NC=C(CCNCC3=CC=C(C=C3)Br)C2=C1